C(C1=CC=CC=C1)OC(=O)N(C)CC1=CC=C(C=C1)C1CN(C1)C(=O)OC(C)(C)C tert-butyl 3-(4-((((benzyloxy)carbonyl)(methyl)amino)methyl)phenyl)azetidine-1-carboxylate